NCCCN(CCCNCCCN)CCCN N,N,N'-tris(3-aminopropyl)-1,3-propanediamine